FC(C1=CC=CC(=N1)C1CNCCO1)(F)F 2-(6-(Trifluoromethyl)pyridin-2-yl)morpholine